NC1=C(C=C(C=C1F)Br)N1C(CCC1CO[Si](C)(C)C(C)(C)C)=O 1-(2-amino-5-bromo-3-fluorophenyl)-5-(((tert-butyldimethylsilyl)oxy)-methyl)pyrrolidin-2-one